C(C)(C)(C)OC(=O)N1C(CC(CC1)=O)C(C)C 2-isopropyl-4-oxopiperidine-1-carboxylic acid tert-butyl ester